(R)-2-(5-(1-Phenyl-2,3-dihydro-1H-benzo[d]pyrrolo[1,2-a]imidazol-7-yl)pyrimidin-2-yl)propan-2-ol C1(=CC=CC=C1)[C@H]1CCC=2N1C1=C(N2)C=CC(=C1)C=1C=NC(=NC1)C(C)(C)O